C(C1=CC=CC=C1)OC=1C(C(=CN2N3[C@@H]([C@H]([C@H]([C@@H](N(C(C21)=O)C3)C)OC)O)C)C(=O)NCC3=C(C=C(C=C3F)F)F)=O (1S,2R,3R,4S,5S)-8-(benzyloxy)-3-hydroxy-4-methoxy-2,5-dimethyl-7,9-dioxo-N-(2,4,6-trifluorobenzyl)-2,3,4,5,7,9-hexahydro-1,6-methanopyrido[1,2-b][1,2,5]triazonine-10-carboxamide